bromo-8-((1,1,1-trifluoropropan-2-yl)oxy)-3,4-dihydroisoquinolin-1(2H)-one BrN1C(C2=C(C=CC=C2CC1)OC(C(F)(F)F)C)=O